CC(C)(/C=C\\C1=C2C(=C(C=C1O)OC)C(=O)C[C@H](O2)C3=CC=C(C=C3)O)O The molecule is a monomethoxyflavanone that is (2S)-flavanone substituted by a methoxy group at position 5, hydroxy groups at positions 7 and 4' and a 3-hydroxy-3-methylbut-1-en-1-yl group at position 8. It has been isolated from the aerial parts of Tephrosia candida. It has a role as a metabolite and a plant metabolite. It is a dihydroxyflavanone, a monomethoxyflavanone, a tertiary alcohol and a member of 4'-hydroxyflavanones. It derives from a (2S)-flavanone.